BrC1=C2C=CN=CC2=CC(=C1C(=O)C1=C(C=CC(=C1)F)Cl)NC(C1=CC(=CC(=C1)F)C(F)(F)F)=O N-{5-bromo-6-[(2-chloro-5-fluorophenyl)carbonyl]isoquinolin-7-yl}-5-fluoro-3-(trifluoromethyl)benzamide